3-(3-(4-chloro-3-fluorophenyl)-1,2,4-oxadiazol-5-yl)bicyclo[1.1.1]pentan-1-amine ClC1=C(C=C(C=C1)C1=NOC(=N1)C12CC(C1)(C2)N)F